(4-(4-methylthiazol-5-yl)-2-(2-(2-(2-((6-((S)-1-(5-(4-(trifluoromethyl)phenyl)-2-naphthamido)ethyl)pyridin-2-yl)amino)ethoxy)ethoxy)ethoxy)benzyl)pyrrolidine-2-carboxamide CC=1N=CSC1C1=CC(=C(CN2C(CCC2)C(=O)N)C=C1)OCCOCCOCCNC1=NC(=CC=C1)[C@H](C)NC(=O)C1=CC2=CC=CC(=C2C=C1)C1=CC=C(C=C1)C(F)(F)F